S(=O)(=O)(C1=CC=C(C)C=C1)ON=C1CCOC2=C(C=CC=C12)OC1=CC=C(C=C1)Cl 8-(4-Chlorophenoxy)chroman-4-one O-tosyl oxime